NC1=NC(=C(C=2N1N=C(N2)OCC2=NC(=CC=C2)C)C2=NC=NC=C2)C2=C(C#N)C=CC=C2 (5-amino-2-((6-methylpyridin-2-yl)methoxy)-8-(pyrimidin-4-yl)-[1,2,4]triazolo[1,5-c]pyrimidin-7-yl)benzonitrile